COC1=C(CCl)C=CC=C1OC 2,3-dimethoxybenzyl chloride